3-(pyridin-4-yl)-2,4,5,6-tetrakis(5H-pyrido[4,3-b]indol-5-yl)benzonitrile N1=CC=C(C=C1)C=1C(=C(C#N)C(=C(C1N1C2=C(C=3C=CC=CC13)C=NC=C2)N2C1=C(C=3C=CC=CC23)C=NC=C1)N1C2=C(C=3C=CC=CC13)C=NC=C2)N2C1=C(C=3C=CC=CC23)C=NC=C1